6-((3S,4S)-4-amino-3-methyl-2-oxa-8-azaspiro[4.5]decan-8-yl)-5-methyl-3-(pyridin-3-ylethynyl)-1,5-dihydro-4H-pyrazolo[3,4-d]pyrimidin-4-one N[C@@H]1[C@@H](OCC12CCN(CC2)C=2N(C(C1=C(N2)NN=C1C#CC=1C=NC=CC1)=O)C)C